oxo-1'-(thiophen-3-ylmethyl)spiro[cyclopropane-1,3'-indoline]-6'-carboxylic acid O=C1N(C2=CC(=CC=C2C12CC2)C(=O)O)CC2=CSC=C2